C1=CC2=C1C=CC(=C2)B(O)O BENZOCYCLOBUTENE-4-BORONIC ACID